6-chloro-5-(6-((trans)-6-(hydroxymethyl)-3-azabicyclo[3.1.0]hexan-3-yl)-2-methoxypyridin-3-yl)-1H-indole-3-carboxylic acid ClC1=C(C=C2C(=CNC2=C1)C(=O)O)C=1C(=NC(=CC1)N1CC2C(C2C1)CO)OC